C(C)OC(=O)C=1C(C=2C=C(C=NC2N(C1)CCN1CC(NCC1)=O)B(O)O)=O (6-(ethoxycarbonyl)-5-oxo-8-(2-(3-oxopiperazin-1-yl)ethyl)-5,8-dihydro-1,8-naphthyridin-3-yl)boronic acid